4-(4-(4-(4-methoxyphenyl)pyridin-2-yl)piperazine-1-carbonyl)quinolin-2(1H)-one COC1=CC=C(C=C1)C1=CC(=NC=C1)N1CCN(CC1)C(=O)C1=CC(NC2=CC=CC=C12)=O